BrC=1C=CC2=C(NC(OC2=O)=O)C1 7-Bromo-2H-benzo[d][1,3]oxazine-2,4(1H)-dione